[Si](C)(C)(C(C)(C)C)ON=C1NC(C2=C(C=CC=C12)Cl)CCCC 1-tert-butyldimethylsilyloxyimino-3-n-butyl-4-chloro-2,3-dihydro-isoindole